FC1=C(NC=2C(=NC(=C(N2)NC)C=2C3=C(C=NC2)N(C=N3)C)C(=O)N)C=CC(=C1)N1[C@@H]3CO[C@H](C1)C3 3-[2-fluoro-4-[(1S,4S)-2-oxa-5-azabicyclo[2.2.1]hept-5-yl]anilino]-5-(methylamino)-6-(3-methylimidazo[4,5-c]pyridin-7-yl)pyrazine-2-carboxamide